aluminum-yttrium [Y].[Al]